C(CC)C(CN)N 2-n-propylethylenediamine